2-(4-(4-(hydroxymethyl)-3-nitrobenzoyl)piperazin-1-yl)-1-phenylquinoline OCC1=C(C=C(C(=O)N2CCN(CC2)C2N(C3=CC=CC=C3C=C2)C2=CC=CC=C2)C=C1)[N+](=O)[O-]